C(C)C1=C(C(=C(C(=C1)CC)NC(C)=O)C)NC(C)=O N,N'-(4,6-diethyl-2-methyl-1,3-phenylene)diacetamide